OC1=C(C(=C(C=C1)C=1C=C(C=C(C1C(=O)O)C(=O)O)C(=O)O)O)O trihydroxybenzenetrimellitic acid